PYRAZOLOPYRIDINONE C1=CC2=C(C(=O)N=N2)N=C1